N-methyl-2-(3,5-dimethylphenyl)-3-(3,5-dimethylphenylazo)indole lithium-Cobalt [Co].[Li].CN1C(=C(C2=CC=CC=C12)N=NC1=CC(=CC(=C1)C)C)C1=CC(=CC(=C1)C)C